FC1([C@H](CN(CC1)[C@H](C(=O)NC=1N=C2N(C1)[C@H](CC2)C2=CC(=CC(=C2)F)F)C)C2=CN(C(C=C2)=O)C)F (S)-2-((S)-4,4-difluoro-3-(1-methyl-6-oxo-1,6-dihydropyridin-3-yl)piperidin-1-yl)-N-((R)-5-(3,5-difluorophenyl)-6,7-dihydro-5H-pyrrolo[1,2-a]imidazol-2-yl)propanamide